1-(4-(2-([1,2,4]triazolo[1,5-b]pyridazin-6-yl)-3-isopropyl-1H-indol-5-yl)piperidin-1-yl)-2-methylpropan-2-ol N=1C=NN2N=C(C=CC21)C=2NC1=CC=C(C=C1C2C(C)C)C2CCN(CC2)CC(C)(O)C